C(C=CC=CCCCCCCCCCCC)=O 10Z-hexadecadienal